FC=1C=CC(=C(C1)C1=C(C=CC(=N1)NS(=O)(=O)C1=NC(=CC=C1)N1C[C@H](NCC1)CO)C(F)(F)F)C (S)-N-(6-(5-fluoro-2-methylphenyl)-5-(trifluoromethyl)pyridin-2-yl)-6-(3-(hydroxymethyl)piperazin-1-yl)pyridine-2-sulfonamide